COC1=CC=C(COC(C(C(O)([2H])[2H])(O)[2H])([2H])[2H])C=C1 3-(4-Methoxybenzyl)-glycerol-d5